2-[3-(4-methylpiperazin-1-yl)phenyl]acetic acid sodium salt [Na+].CN1CCN(CC1)C=1C=C(C=CC1)CC(=O)[O-]